methyl 4-(2-bromoethyl)benzoate BrCCC1=CC=C(C(=O)OC)C=C1